(1R,4R)-5-[5-(3-iodo-7-methyl-1H-indazol-1-yl)pyridin-2-yl]-2,5-diazabicyclo[2.2.1]heptane-2-carboxylic acid tert-butyl ester C(C)(C)(C)OC(=O)N1[C@H]2CN([C@@H](C1)C2)C2=NC=C(C=C2)N2N=C(C1=CC=CC(=C21)C)I